ON=C(N)C1=NC=C(C=C1)NC1=NN(C=N1)C1=CC=C(C=C1)C(F)(F)F N'-hydroxy-5-((1-(4-(trifluoromethyl)phenyl)-1H-1,2,4-triazol-3-yl)amino)pyridinecarboxamidine